methyl (1r,2S,3S,6r,7S)-4-[(2S)-2-[(tert-butoxycarbonyl) amino]-3-cyclopropyl-3-methylbutanoyl]-4-azatricyclo[5.2.1.0{2,6}]dec-8-ene-3-carboxylate C(C)(C)(C)OC(=O)N[C@H](C(=O)N1[C@@H]([C@H]2[C@H]3C=C[C@@H]([C@H]2C1)C3)C(=O)OC)C(C)(C)C3CC3